C(#N)C=1N=CC2=CC=CC(=C2C1)Br 3-cyano-5-bromoisoQuinoline